C(C1=CC=CC=C1)NCCOC1=NC(=C2N=C(N(C2=N1)C1=CC=C(C=C1)Cl)C1=C(C=CC=C1)Cl)N1CCC(CC1)C(F)(F)F N-benzyl-2-[8-(2-chlorophenyl)-9-(4-chlorophenyl)-6-[4-(trifluoromethyl)-1-piperidyl]purin-2-yl]oxy-ethanamine